[2H]C1=C(C(=C(C(=C1[2H])[2H])C[C@@H](C(=O)O)N)[2H])[2H] L-phenylalanine-d5